OCCCC(P(O)(=O)O)(P(O)(=O)O)O 4-hydroxy-1-hydroxybutane-1,1-diphosphonic acid